O1CCC2=C1C(=CC=C2)N2/C(/SCC2=O)=N/C(=O)NC2=C(C=C(C=C2)C2=NN(C=N2)C2=CC=C(C=C2)OC(C(F)(F)F)(F)F)C (Z)-1-(3-(2,3-Dihydrobenzofuran-7-yl)-4-oxothiazolidine-2-ylidene)-3-(2-methyl-4-(1-(4-(perfluoroethoxy)phenyl)-1H-1,2,4-triazol-3-yl)phenyl)urea